Cl.Cl.CC1=CC(=NC=C1)C#N 4-methylpicolinonitrile dihydrochloride